1,4-bis(methylsulfonyloxy)-2,3-bis(bromomethyl)benzene CS(=O)(=O)OC1=C(C(=C(C=C1)OS(=O)(=O)C)CBr)CBr